2-(5-chloro-2-methoxypyridin-4-yl)-1-[(3S)-3-({6-methyl-5-[1-methyl-5-(trifluoromethyl)-1H-1,2,4-triazol-3-yl]pyridin-2-yl}amino)pyrrolidin-1-yl]propan-1-one ClC=1C(=CC(=NC1)OC)C(C(=O)N1C[C@H](CC1)NC1=NC(=C(C=C1)C1=NN(C(=N1)C(F)(F)F)C)C)C